3-methyl-2-{[(3R,6R)-6-methyl-1-{[1-methyl-3-(1,3-thiazol-2-yl)-1H-pyrazol-4-yl]carbonyl}piperidin-3-yl]oxy}pyridine-4-carbonitrile CC=1C(=NC=CC1C#N)O[C@H]1CN([C@@H](CC1)C)C(=O)C=1C(=NN(C1)C)C=1SC=CN1